8-methoxy-N-[(2S)-1-methoxypropan-2-yl]-7-[3-(pyrrolidin-1-yl)propoxy]-5H-pyrido[4,3-b]indol-1-amine COC1=CC=2C3=C(NC2C=C1OCCCN1CCCC1)C=CN=C3N[C@H](COC)C